FC1=C(C=CC(=C1)N1CCNCC1)N1C(=NC(=C1)C1=NC(=NC=C1C(F)(F)F)NC1CCN(CC1)S(=O)(=O)C)C 4-(1-(2-fluoro-4-(piperazin-1-yl)phenyl)-2-methyl-1H-imidazol-4-yl)-N-(1-(methylsulfonyl)piperidin-4-yl)-5-(trifluoromethyl)pyrimidin-2-amine